3-(6-((3-Fluoro-5-(1-(4-fluorophenyl)-1H-pyrazol-4-yl)benzyl)carbamoyl)-7H-purin-8-yl)cyclobutanecarboxylic acid methyl ester COC(=O)C1CC(C1)C1=NC2=NC=NC(=C2N1)C(NCC1=CC(=CC(=C1)C=1C=NN(C1)C1=CC=C(C=C1)F)F)=O